C1=C(C=CC=2OC3=CC=CC=C3NC12)\C(\C)=N\NS(=O)(=O)C1=CC=C(C=C1)C (E)-N'-(1-(10H-phenoxazin-2-yl)ethylidene)-4-methylbenzenesulfonohydrazide